C(C)(C)(C)OC(=O)N1[C@@H](C[C@H](C1)NC(=O)C1=NC=CC(=C1)C1=CC(=CC=C1)C(F)(F)F)CN1N=NC=C1 (2S,4R)-2-((1H-1,2,3-triazol-1-yl)methyl)-4-(4-(3-(trifluoromethyl)phenyl)pyridineamido)pyrrolidine-1-carboxylic acid tert-butyl ester